4-Phenyl-N-(3-phenylpropyl)-1H-imidazole-1-carboxamide C1(=CC=CC=C1)C=1N=CN(C1)C(=O)NCCCC1=CC=CC=C1